C(C1=C(C(=CC(=C1)C(CC(C)(C)C)(C)C)N1N=C2C(=N1)C=CC=C2)O)C2=C(C(=CC(=C2)C(CC(C)(C)C)(C)C)N2N=C1C(=N2)C=CC=C1)O 2,2'-Methylenebis[4-(1,1,3,3-Tetramethylbutyl)-6-(2H-Benzotriazol-2-yl)Phenol]